NC1=C(N=CN1C1=C(C=CC=C1)Cl)C(=O)OCC ethyl 5-amino-1-(o-chlorophenyl)-1H-imidazole-4-carboxylate